hept-5-ene-2-carboxylic acid, 2,2,2-trifluoro-1-(trifluoromethyl)ethyl ester CC(CCC=CC)C(=O)OC(C(F)(F)F)C(F)(F)F